NC/C(/COC1=CC=C(C=C1)S(=O)(=O)CC1(CCN(CC1)C(=O)C1(CCC1)C)C)=C\F (E)-(4-(((4-((2-(aminomethyl)-3-fluoroallyl)oxy)phenyl)sulfonyl)methyl)-4-methylpiperidin-1-yl)(1-methylcyclobutyl)methanone